5-fluoro[1,1'-biphenyl]-2,2'-diol FC1=CC=C(C(=C1)C=1C(=CC=CC1)O)O